4-amino-N-((1R)-1-cyclopropylethyl)-7-fluoro-N-((6-(trifluoromethyl)-3-pyridazinyl)methyl)-1,3-dihydrofuro[3,4-c]quinoline-8-carboxamide NC1=NC=2C=C(C(=CC2C2=C1COC2)C(=O)N(CC=2N=NC(=CC2)C(F)(F)F)[C@H](C)C2CC2)F